NC(CN1N=CC(=C1)C1=C2C(=NC=C1)N(N=C2CNC(OC(C)(C)C)=O)C2=CC=C(C=C2)OC(F)(F)F)=O tert-butyl ((4-(1-(2-amino-2-oxoethyl)-1H-pyrazol-4-yl)-1-(4-(trifluoromethoxy)phenyl)-1H-pyrazolo[3,4-b]pyridin-3-yl)methyl)carbamate